(Z)-5-(N'-hydroxycarbamimidoyl)-2-isopropoxy-benzoic acid methyl ester COC(C1=C(C=CC(=C1)/C(/N)=N/O)OC(C)C)=O